(±)-trans-4-Fluoro-1-methyl-pyrrolidin-3-ol F[C@H]1[C@@H](CN(C1)C)O |r|